BrC1=CC(=C(C=C1)NC=1N(C(C=C2C(CNC(C12)=O)C)=O)C)F 8-((4-bromo-2-fluorophenyl)amino)-4,7-dimethyl-3,4-dihydro-2,7-naphthyridine-1,6(2H,7H)-dione